NC1=C(C=C(C=C1)N1C(C2=C(N=C(N=C2)SC)C(=C1)C)=O)F 6-(4-amino-3-fluorophenyl)-8-methyl-2-(methylthio)pyrido[4,3-d]pyrimidin-5(6H)-one